((4-((4-([1,2,4]triazolo[1,5-a]pyridin-7-yloxy)-2-fluoro-3-methylphenyl)Amino)pyrido[3,4-d]pyrimidin-6-yl)oxy)-8-azabicyclo[3.2.1]octane-8-carboxylic acid tert-butyl ester C(C)(C)(C)OC(=O)N1C2(CCCC1CC2)OC2=CC1=C(N=CN=C1NC1=C(C(=C(C=C1)OC1=CC=3N(C=C1)N=CN3)C)F)C=N2